ClC1=NC=CC(=N1)C1=CC(C2=NC(=CC=C21)C)(C)C 5-(2-chloropyrimidin-4-yl)-2,7,7-trimethyl-7H-cyclopenta[b]pyridine